O\N=C(\N(C=1C=CC2=C(N=C(O2)C)C1)C)/C=1N=NC(=CC1)N(C1CCNCC1)C (E)-N'-hydroxy-N-methyl-6-(methyl(piperidin-4-yl)amino)-N-(2-methylbenzo[d]oxazol-5-yl)pyridazine-3-carboximidamide